C(C)(C)(C)OC(C(CCC(=O)N1CCN(CCNCCN(CC1)C(=O)OCC1=CC=CC=C1)C(=O)OCC1=CC=CC=C1)N1CCN(CCN(CCN(CC1)CC(OC(C)(C)C)=O)CC(OC(C)(C)C)=O)CC(=O)OC(C)(C)C)=O dibenzyl 4-(5-(tert-butoxy)-5-oxo-4-(4,7,10-tris(2-(tert-butoxy)-2-oxoethyl)-1,4,7,10-tetraazacyclododecane-1-yl)pentanoyl)-1,4,7,10-tetraazacyclododecane-1,7-dicarboxylate